C(CC)N1CCC(CC1)N 1-propylpiperidine-4-amine